C1CCCCCSS1 Hexamethylendisulfid